COC=1N=C(OC1C(=O)NC)C1=CC=CC=C1 methoxy-N-methyl-2-phenyloxazole-5-carboxamide